tri(methylamino)vinylsilane CNC(=C(NC)NC)[SiH3]